C(CCCCCC)OCOCC/C=C/CC[Mg]Cl (3E)-6-(heptyloxymethoxy)-3-hexenylmagnesium chloride